O1N=CC=C1C=1SC=C(N1)CO (2-(isoxazol-5-yl)thiazol-4-yl)methanol